F[C@@H]1C[C@@]2(CCCN2C1)COC1=NC2=C(C(=CC=C2C(=N1)N1[C@H](COCC1)COC)C1=CC(=CC2=CC=C(C(=C12)C#C)F)O)F 4-(2-{[(2R,7aS)-2-fluoro-hexahydro-1H-pyrrolizin-7a-yl]methoxy}-8-fluoro-4-[(3S)-3-(methoxymethyl)morpholin-4-yl]quinazolin-7-yl)-5-ethynyl-6-fluoronaphthalen-2-ol